methyl 2-methyl-3-oxo-7-phenyl-2-azabicyclo[4.1.0]hept-4-ene-7-carboxylate CN1C2C(C2C=CC1=O)(C(=O)OC)C1=CC=CC=C1